3-(4-oxo-2-phenyl-1,3-thiazin-3-yl)urea O=C1N(C(SC=C1)C1=CC=CC=C1)NC(N)=O